6-fluoro-N-methyl-5-(4-((3-oxo-2-(2,2,2-trifluoroethyl)-3,4-dihydroquinoxalin-6-yl)methyl)piperazin-1-yl)picolinamide FC1=C(C=CC(=N1)C(=O)NC)N1CCN(CC1)CC=1C=C2NC(C(=NC2=CC1)CC(F)(F)F)=O